8'-chloro-1'-[cis-4-methoxy-4-(trifluoromethyl)cyclohexyl]-4'H,6'H-spiro[1,3-dioxolane-2,5'-[1,2,4]triazolo[4,3-a][1]benzazepine] ClC=1C=CC2=C(CC3(CC=4N2C(=NN4)C4CCC(CC4)(C(F)(F)F)OC)OCCO3)C1